C1(=CC=C(C=C1)B1OC(C(O1)(C)C)(C)C)C1=CC=C(C=C1)C1=CC=CC=C1 2-([1,1':4',1'']terphenyl-4-yl)-4,4,5,5-tetramethyl-1,3,2-dioxaborolane